2-(2-ethoxyethoxy)ethyl (tert-butoxycarbonyl)-L-alaninate C(C)(C)(C)OC(=O)N[C@@H](C)C(=O)OCCOCCOCC